Ethyl 3-((tert-butyldimethylsilyl)oxy)-1H-pyrazole-5-carboxylate [Si](C)(C)(C(C)(C)C)OC1=NNC(=C1)C(=O)OCC